C(N)(=N)C=1C=C(SC1)[C@@H](C)NC(=O)[C@H]1N(CC2(OCCO2)C1)C(CC1=CC=C(C=C1)C1=C(C=C(C=C1)F)F)=O (S)-N-((R)-1-(4-carbamimidoylthiophen-2-yl)ethyl)-7-(2-(2',4'-difluoro-[1,1'-biphenyl]-4-yl)acetyl)-1,4-dioxa-7-azaspiro[4.4]nonane-8-carboxamide